C1OC2=CC=C(CC(NCCC)C)C=C2O1 4-methylenedioxy-N-propyl-amphetamine